CC1=C(C(=C(C(=C1F)[N+](=O)[O-])C)[N+](=O)[O-])F dimethyl-1,5-difluoro-2,4-dinitrobenzene